(6-amino-5-methylpyridin-3-yl)-2-(5-methyl-2-((R)-3-methyl-1,2,3,4,4a,5-hexahydrobenzo[b]pyrazino[1,2-d][1,4]oxazin-8-yl)piperidin-1-yl)-2-oxoacetamide NC1=C(C=C(C=N1)NC(C(=O)N1C(CCC(C1)C)C=1C=CC2=C(OC[C@@H]3N2CCN(C3)C)C1)=O)C